ClC1=CC=C2N=C3C=C(C(=CC3=C(C2=C1)N(C(CCCNCC)C)CC)OC)\N=N\C1=CC=CC2=CC=CC=C12 (E)-N4-(7-chloro-2-methoxy-3-(naphthalen-1-yldiazenyl)acridin-9-yl)-N,N'-diethylpentane-1,4-diamine